4-[(oxan-4-ylmethyl)amino]-1-(2,2,2-trifluoroethyl)-1H-indol O1CCC(CC1)CNC1=C2C=CN(C2=CC=C1)CC(F)(F)F